1-(bicyclo[2.1.0]pentan-1-ylmethyl)-3-cyclopropyl-N-(2-(S-methylsulfonimidoyl)pyridin-4-yl)-4-(trifluoromethyl)-1H-pyrazole-5-carboxamide C12(CCC2C1)CN1N=C(C(=C1C(=O)NC1=CC(=NC=C1)S(=O)(=N)C)C(F)(F)F)C1CC1